2-(2-fluoro-6-hydroxyphenyl)-8-(2-isopropyl-4-methylpyridin-3-yl)-5,8-dihydropteridine-6,7-dione FC1=C(C(=CC=C1)O)C1=NC=2N(C(C(NC2C=N1)=O)=O)C=1C(=NC=CC1C)C(C)C